O1C(OCC1)C1=C(C=NC=C1)C1CN(C1)C(=O)[C@@H]1CC[C@H]2N1C([C@H](CCC2)NC(=O)C2=CC1=C(S2)C=CC(=C1)CP(O)(O)=O)=O ((2-(((3S,6S,9aS)-3-(3-(4-(1,3-dioxolan-2-yl)pyridin-3-yl)azetidine-1-carbonyl)-5-oxooctahydro-1H-pyrrolo[1,2-a]azepin-6-yl)carbamoyl)benzo[b]thiophen-5-yl)methyl)phosphonic acid